(3R,4S)-4-fluoro-1-(1-fluorocyclopropanecarbonyl)pyrrolidin F[C@H]1CCN(C1)C(=O)C1(CC1)F